tert-butyl N-[bicyclo[1.1.1]pentan-1-yl]-N-([4-[(1S,3S)-3-butyl-6-methoxy-1,2,3,4-tetrahydroisoquinolin-1-yl]phenyl]methyl)carbamate C12(CC(C1)C2)N(C(OC(C)(C)C)=O)CC2=CC=C(C=C2)[C@@H]2N[C@H](CC1=CC(=CC=C21)OC)CCCC